1-(9-Butyl-1-methyl-beta-carbolin-6-yl)-3-(p-tolyl)urea C(CCC)N1C2=CC=C(C=C2C=2C=CN=C(C12)C)NC(=O)NC1=CC=C(C=C1)C